allyl-trimeth-oxysilane C(C=C)[Si](OC)(OC)OC